1-(3-((5-Cyclopropyl-2-((4-(4-hydroxy-1-methylpiperidin-4-yl)phenyl)amino)pyrimidin-4-yl)amino)propyl)piperidin-2-one C1(CC1)C=1C(=NC(=NC1)NC1=CC=C(C=C1)C1(CCN(CC1)C)O)NCCCN1C(CCCC1)=O